Ethylhydroxybutyrat C(C)C(C(=O)[O-])(CC)O